O.Cl.O.O.Cl monohydrochloride sesquihydrate